NC=1C(=C(C(=O)NCC=2C=NC(=CC2)OC)C(=CC1)Cl)Cl 3-amino-2,6-dichloro-N-((6-methoxypyridin-3-yl)methyl)benzamide